NC1=NC=2C=C(C=CC2C2=C1N=C(N2CC(CO)(C)CO)CCCC)CCCN2CCN(CC2)CCOCCN2C(C=CC2=O)=O 1-(2-(2-(4-(3-(4-Amino-2-butyl-1-(3-hydroxy-2-(hydroxymethyl)-2-methylpropyl)-1H-imidazo[4,5-c]quinolin-7-yl)propyl)piperazin-1-yl)ethoxy)ethyl)-1H-pyrrole-2,5-dione